C1(=CC=C(C=C1)C1=NC(=NC(=N1)C1=CC=C(C=C1)C1=CC=CC=C1)O)C1=CC=CC=C1 2,4-bis(biphenyl-4-yl)-6-hydroxy-1,3,5-triazine